2-[4-(4-fluorophenyl)imidazol-1-yl]propanoic acid TFA salt OC(=O)C(F)(F)F.FC1=CC=C(C=C1)C=1N=CN(C1)C(C(=O)O)C